3-(2-bromo-6-methylpyridin-4-yl)-4-(2,4-difluorophenoxy)aniline BrC1=NC(=CC(=C1)C=1C=C(N)C=CC1OC1=C(C=C(C=C1)F)F)C